CN1C(C2=CC=CC(=C2C=C1)[C@@H](C=1N=NN(C1)C1(COC1)C)NC=1C=C2C(=C(C=NC2=C(C1)C#N)C#N)NCC(C)(C)C)=O (S)-6-(((2-methyl-1-oxo-1,2-dihydroisoquinolin-5-yl)(1-(3-methyloxetan-3-yl)-1H-1,2,3-triazol-4-yl)methyl)amino)-4-(neopentylamino)quinoline-3,8-dicarbonitrile